[N-(β-aminoethyl)amino]propylmethyldimethoxysilane NCCNCCC[Si](OC)(OC)C